3-(3,4-dichlorophenyl)-7-(2-(4-(2-hydroxyethyl)piperazin-1-yl)ethoxy)-4H-chromen-4-one ClC=1C=C(C=CC1Cl)C1=COC2=CC(=CC=C2C1=O)OCCN1CCN(CC1)CCO